2-chloro-1-methylpyridin-1-ium iodine [I+].ClC1=[N+](C=CC=C1)C